ethyl (E)-7-(3-(4-hydroxy-3,5-dimethoxybenzylidene)-2,5-dioxopyrrolidinyl)heptanoate OC1=C(C=C(\C=C/2\C(N(C(C2)=O)CCCCCCC(=O)OCC)=O)C=C1OC)OC